6-(1-(tert-butyl)-3-(4-chloro-3-fluorophenyl)-1H-pyrrolo[2,3-b]pyridine-6-carbonyl)-3,6-diazabicyclo[3.2.0]heptan C(C)(C)(C)N1C=C(C=2C1=NC(=CC2)C(=O)N2C1CNCC1C2)C2=CC(=C(C=C2)Cl)F